S1C(=NC2=C1C=CC=C2)NC(=O)C=2C=CC=C1CCN(CC21)C2=CC=C(C(=N2)C(=O)OC(C)(C)C)C=2C(=C(OCCCC1(CCN(CC1)CC(=O)O)O)C=CC2)C 2-(4-(3-(3-(6-(8-(benzo[d]thiazol-2-ylcarbamoyl)-3,4-dihydroisoquinolin-2(1H)-yl)-2-(tert-butoxycarbonyl)pyridin-3-yl)-2-methylphenoxy)propyl)-4-hydroxypiperidin-1-yl)acetic acid